2,2'-dihydroxy-3'-(hydroxymethyl)-[1,1'-binaphthyl]-3-carbaldehyde OC1=C(C2=CC=CC=C2C=C1C=O)C1=C(C(=CC2=CC=CC=C12)CO)O